2-(4-chlorophenyl)-2-(4,4-bis(4-methoxyphenyl)-1,3-butadienyl)-1,3-dithiane ClC1=CC=C(C=C1)C1(SCCCS1)C=CC=C(C1=CC=C(C=C1)OC)C1=CC=C(C=C1)OC